2-Amino-9-((2R,3S,4S,5R)-4-fluoro-3-hydroxy-5-(hydroxymethyl)tetrahydrofuran-2-yl)-7-(pyridin-3-ylmethyl)-7,9-dihydro-8H-purin-8-on NC1=NC=C2N(C(N(C2=N1)[C@@H]1O[C@@H]([C@H]([C@H]1O)F)CO)=O)CC=1C=NC=CC1